2-Ethyl-1,6-dimethylpyridinium C(C)C1=[N+](C(=CC=C1)C)C